6-chloro-7-imidazol-1-yl-1H-indole-3-sulfonyl chloride ClC1=CC=C2C(=CNC2=C1N1C=NC=C1)S(=O)(=O)Cl